(2S,4R)-4-ethoxy-1-(9H-fluoren-9-ylmethoxycarbonyl)pyrrolidin-2-carboxylic acid C(C)O[C@@H]1C[C@H](N(C1)C(=O)OCC1C2=CC=CC=C2C=2C=CC=CC12)C(=O)O